NC=1C(=NC(=NC1C1=C2C=NNC2=CC=C1C)C=1C(=NC=CC1)NC(C(C)(C)C)=O)C(=O)N 5-amino-6-(5-methyl-1H-indazol-4-yl)-2-(2-pivaloylaminopyridin-3-yl)pyrimidine-4-carboxamide